ClC1=C(OCC(=O)O)C=CC(=C1)SCN1N=CN(C1=O)C1=CC=C(C=C1)C(F)(F)F 2-(2-Chloro-4-(((5-oxo-4-(4-(trifluoromethyl)phenyl)-4,5-dihydro-1H-1,2,4-triazol-1-yl)methyl)thio)phenoxy)acetic acid